2-ethoxy-6-methylnicotinate C(C)OC1=C(C(=O)[O-])C=CC(=N1)C